BrC1=C(N=C(N1CC(=O)N1CCN(CC1)C(=O)OC(C)(C)C)C)C1=CC=C(C=C1)F tert-butyl 4-{2-[5-bromo-4-(4-fluorophenyl)-2-methyl-1H-imidazol-1-yl]acetyl}piperazine-1-carboxylate